C(C)(C)(C)OC(=O)N1N=CC(=C1)C1=CNC2=C(C=CC=C12)NC([C@@H](CNC(=O)OC(C)(C)C)CC1=CC=CC=C1)=O 4-{7-[(2R)-2-benzyl-3-[(tert-butoxycarbonyl)amino]propionylamino]-1H-indole-3-yl}pyrazole-1-carboxylic acid tert-butyl ester